[4-(1-Hydroxycyclobutyl)phenyl]-2-[4-([1,2,4]triazolo[1,5-a]pyridin-7-yl)phenyl]acetamide OC1(CCC1)C1=CC=C(C=C1)C(C(=O)N)C1=CC=C(C=C1)C1=CC=2N(C=C1)N=CN2